5-chloro-N2-(1,3-dimethylpyrazol-4-yl)-N'-methyl-7H-pyrrolo[2,3-d]pyrimidine-2,4-diamine ClC1=CNC=2N=C(N=C(C21)NC)NC=2C(=NN(C2)C)C